ClC=1N=C2NS(C=3C=CC=C(C(N([C@@H](COC(C1)=N2)CC(C)C)C2CC1(CC1)C2)=O)C3)(=O)=O (11R)-6-chloro-11-isobutyl-2,2-dioxo-12-spiro[2.3]hexan-5-yl-9-oxa-2λ6-thia-3,5,12,19-tetrazatricyclo[12.3.1.14,8]nonadeca-1(18),4,6,8(19),14,16-hexaen-13-one